racemic-4-ethyl-4-hydroxy-8-(1H-pyrazol-4-yl)-1,3,4,5-tetrahydro-6H-pyrano[4,3-b]thieno[3,2-d]pyridin-6-one C(C)[C@@]1(COCC2=C1NC(C1=C2C=C(S1)C=1C=NNC1)=O)O |r|